N-(4-(4,4-difluoropiperidin-1-yl)-6-methylpyrimidin-2-yl)-4-(N-(2-hydroxyethyl)sulfamoyl)-2-(6-azaspiro[2.5]octan-6-yl)benzamide FC1(CCN(CC1)C1=NC(=NC(=C1)C)NC(C1=C(C=C(C=C1)S(NCCO)(=O)=O)N1CCC2(CC2)CC1)=O)F